[C@@H]12CC[C@@H](CC1)C2 cis-endo-Bicyclo[2.2.1]heptan